N-tert-butyl-2-{methyl[2-(4-{[(2S)-1-methylpyrrolidin-2-yl]methoxy}pyridin-2-yl)-5H,6H,7H-cyclopenta[d]pyrimidin-4-yl]amino}acetamide C(C)(C)(C)NC(CN(C=1C2=C(N=C(N1)C1=NC=CC(=C1)OC[C@H]1N(CCC1)C)CCC2)C)=O